C(C1=CC=CC=C1)[C@@H]1N(C(OC1)=O)C=1C=C(C=C(C1)F)[C@@H](C)NC=1C(=NC(=CC1)Cl)C(=O)O 3-(((R)-1-(3-((S)-4-Benzyl-2-oxooxazolidin-3-yl)-5-fluorophenyl)ethyl)amino)-6-chloro-picolinic acid